N1=CC=C2C=CC=C3NC=4C=CC=CC4C1=C23 pyrido[4,3,2-kl]acridine